C(C)(C)(C)OC(=O)NC1CN(C2=CC=CC=C2C1)C1=CC=C(C(=O)O)C=C1 4-(3-((tert-butoxycarbonyl)amino)-3,4-dihydroquinolin-1(2H)-yl)benzoic acid